methylpiperidinium C[NH+]1CCCCC1